2-(4,6-diphenyl-1,3,5-triazin-2-yl)-5-(hexyl)oxy-phenol C1(=CC=CC=C1)C1=NC(=NC(=N1)C1=CC=CC=C1)C1=C(C=C(C=C1)OCCCCCC)O